2-((tert-butoxycarbonyl)amino)-3-(((hexadecyloxy)carbonyl)amino)propanoic acid C(C)(C)(C)OC(=O)NC(C(=O)O)CNC(=O)OCCCCCCCCCCCCCCCC